4-(2-Aminothiazol-5-yl)-1-methyl-indole-7-carbonitrile NC=1SC(=CN1)C1=C2C=CN(C2=C(C=C1)C#N)C